2-((5-bromo-2-((4-(N-(2-(2-(2-hydroxyethoxy)ethoxy)ethyl)sulfamoyl)phenyl)amino)pyrimidin-4-yl)amino)-6-fluorobenzamide BrC=1C(=NC(=NC1)NC1=CC=C(C=C1)S(NCCOCCOCCO)(=O)=O)NC1=C(C(=O)N)C(=CC=C1)F